C1(CC1)CNC(=O)N1CC2=C(CC1)SC(=C2)C2=NOC(=N2)C(F)(F)F N-(cyclopropylmethyl)-2-(5-(trifluoromethyl)-1,2,4-oxadiazol-3-yl)-6,7-dihydrothieno[3,2-c]pyridine-5(4H)-carboxamide